C(#N)C1=NN(C(=C1)C)C1=C(C=CC(=N1)N1C=NC2=C1C=CC(=C2)N2C(CCC2)C(=O)N(C)C)C(C)O 1-[1-[6-(3-cyano-5-methyl-pyrazol-1-yl)-5-(1-hydroxyethyl)-2-pyridinyl]benzimidazol-5-yl]-N,N-dimethyl-pyrrolidine-2-carboxamide